CC1=CC=CC=C1C(C)C o-cymene